(-)-(4aR,8aS)-6-[3-(4-tetrahydrofuran-3-ylphenyl)azetidine-1-carbonyl]-4,4a,5,7,8,8a-hexahydropyrido[4,3-b][1,4]oxazin-3-one O1CC(CC1)C1=CC=C(C=C1)C1CN(C1)C(=O)N1C[C@@H]2[C@@H](OCC(N2)=O)CC1